S1C2=C(C=C1)C=CC(=C2)C=2C=CC(=C(C2)NC2=NC=NC1=CC(=C(C=C21)OC2CCN(CC2)C(C=C)=O)OC)OC 1-(4-((4-((5-(benzo[b]thiophen-6-yl)-2-methoxyphenyl)amino)-7-methoxyquinazolin-6-yl)oxy)piperidin-1-yl)prop-2-en-1-one